CC(CCO)CCC(CCCCCC)C 3,6-dimethyldodecan-1-ol